7-bromo-1-methylindazole BrC=1C=CC=C2C=NN(C12)C